5-(morpholin-4-yl)isoquinolin-3-amine N1(CCOCC1)C1=C2C=C(N=CC2=CC=C1)N